CN1CCN(CC1)C=1C=NC2=CC(=CC=C2N1)C(F)(F)F 3-(4-methylpiperazin-1-yl)-7-(trifluoromethyl)quinoxalin